OC1(CCNCC1)CNC=1C=2N(C=C(N1)C1=CC=NC=C1)C=C(N2)C(=O)N 8-[(4-Hydroxy-piperidin-4-ylmethyl)-amino]-6-pyridin-4-yl-imidazo[1,2-a]pyrazine-2-carboxylic acid amide